octadecyl-trimethyl-ammonium bromide [Br-].C(CCCCCCCCCCCCCCCCC)[N+](C)(C)C